6-chloro-3-[(E)-3-(1-methylindol-5-yl)prop-2-enoyl]-4-phenyl-1H-quinolin-2-one ClC=1C=C2C(=C(C(NC2=CC1)=O)C(\C=C\C=1C=C2C=CN(C2=CC1)C)=O)C1=CC=CC=C1